IC=1C=C(CC=2C(C3=CC=CC=C3C(C2C)=O)=O)C=C(C1)I 2-(3,5-diiodobenzyl)-3-methylnaphthalene-1,4-dione